3-((trans)-4-(pyridin-3-yl)-1-(2,2,2-trifluoroethyl)pyrrolidin-3-yl)urea N1=CC(=CC=C1)[C@H]1[C@@H](CN(C1)CC(F)(F)F)NC(N)=O